FC(C=1C(=C(C=CC1)[C@@H](C)NC1=CC(=NC2=CC(=C(C=C12)N1CC(C1)(C(=O)NC)C)OC)C)F)F (R)-1-(4-((1-(3-(difluoromethyl)-2-fluorophenyl)ethyl)amino)-7-methoxy-2-methylquinoline-6-yl)-N,3-dimethylazetidine-3-carboxamide